OC1(CCN(CC12CCCC2)C([C@@H](CC(F)(F)F)C)=O)CN2C(CC(CC(C2)C)C)=O 1-((10-Hydroxy-7-((R)-4,4,4-trifluoro-2-methylbutanoyl)-7-azaspiro[4.5]decan-10-yl)methyl)-4,6-dimethylazepan-2-one